N-ethyl-4-(6-(((3aR,5s,6aS)-2-((tetrahydro-2H-pyran-4-yl)methyl-d2)octahydrocyclopenta[c]pyrrol-5-yl)amino)pyridazin-3-yl)benzamide C(C)NC(C1=CC=C(C=C1)C=1N=NC(=CC1)NC1C[C@@H]2[C@@H](CN(C2)C([2H])([2H])C2CCOCC2)C1)=O